2-(1-(3-chlorophenyl)cyclopropyl)-6-(2-(3'-isopropyl-[1,1'-biphenyl]-3-yl)acetyl)-3,5,6,7,8,9-hexahydro-4H-pyrimido[5,4-c]azepin-4-one ClC=1C=C(C=CC1)C1(CC1)C=1NC(C=2CN(CCCC2N1)C(CC=1C=C(C=CC1)C1=CC(=CC=C1)C(C)C)=O)=O